C[C@@H]1O[C@@H](CN(C1)C1=CC=CC(=N1)C1=NC2=CC(=NC=C2C=C1)CNC(=O)C=1C=CC2=C(S(CC2O)(=O)=O)C1)C N-((2-(6-((cis)-2,6-dimethylmorpholino)pyridin-2-yl)-1,6-naphthyridin-7-yl)methyl)-3-hydroxy-2,3-dihydrobenzo[b]thiophene-6-carboxamide 1,1-dioxide